3-(3-methylsulfanylphenyl)prop-2-en-1-one CSC=1C=C(C=CC1)C=CC=O